C(C)N1N=NC(=C1)S(=O)(=O)Cl 1-ethyl-1H-1,2,3-triazole-4-sulfonyl chloride